8-cyclopropyl-6-(2,4-dimethoxypyrimidin-5-yl)-2-methyl-imidazo[1,2-b]pyridazine C1(CC1)C=1C=2N(N=C(C1)C=1C(=NC(=NC1)OC)OC)C=C(N2)C